C1(CC1)[C@]1(C(N(C[C@H]1C)C=1C=2N(N=CC1)C=C(C2)C=2C=NN(C2)C2COC2)=O)C#N (3R,4S)-3-cyclopropyl-4-methyl-1-[6-[1-(oxetan-3-yl)pyrazol-4-yl]pyrrolo[1,2-b]pyridazin-4-yl]-2-oxopyrrolidine-3-carbonitrile